adenine hemi-sulphate S(=O)(=O)(O)O.N1=CN=C2N=CNC2=C1N.N1=CN=C2N=CNC2=C1N